CO[C@@H]1CC[C@H](CC1)C(=O)NC=1N=CC2=CC=C(C=C2C1)C1=CN=CS1 trans-4-methoxy-N-(6-(thiazol-5-yl)isoquinolin-3-yl)cyclohexane-1-carboxamide